2-methyl-N-[2-oxo-2-(2,2,2-trifluoroethylamino)ethyl]-4-[(5S or R)-5-[3,5-bis(difluoromethyl)phenyl]-5-(trifluoromethyl)-4H-isoxazol-3-yl]benzamide CC1=C(C(=O)NCC(NCC(F)(F)F)=O)C=CC(=C1)C1=NO[C@](C1)(C(F)(F)F)C1=CC(=CC(=C1)C(F)F)C(F)F |o1:22|